C(C)(C)OC1=NC=2N(C=C1C(=O)NC=1C(N(C=CC1)C1C(C1)C)=O)C=C(N2)C21COC(C2)(C1)C 7-isopropoxy-2-(1-methyl-2-oxabicyclo[2.1.1]hex-4-yl)-N-(1-(2-methylcyclopropyl)-2-oxo-1,2-dihydropyridin-3-yl)imidazo[1,2-a]pyrimidine-6-carboxamide